2-fluoro-1-(7-methyl-4-(1H-pyrrolo[2,3-b]pyridin-4-yl)-5,7-dihydro-6H-pyrrolo[3,4-d]pyrimidin-6-yl)prop-2-en-1-one FC(C(=O)N1C(C=2N=CN=C(C2C1)C1=C2C(=NC=C1)NC=C2)C)=C